palladium-copper-nickel-copper [Cu].[Ni].[Cu].[Pd]